3-amino-3-{[1-(cyclopropanecarbonyloxy)propan-2-yl]carbamoyl}propanoic acid NC(CC(=O)O)C(NC(COC(=O)C1CC1)C)=O